4-[5-(2-aminoethyl)pyrimidin-2-yl]-3-[(5-tert-butyl-2-methylpyrazol-3-yl)-hydroxymethyl]benzonitrile NCCC=1C=NC(=NC1)C1=C(C=C(C#N)C=C1)C(O)C=1N(N=C(C1)C(C)(C)C)C